(5S)-2-[(R)-difluoromethylsulfinyl]-5-phenyl-6,7-dihydro-5H-pyrrolo[1,2-b][1,2,4]triazole FC([S@](=O)C=1N=C2N(N1)[C@@H](CC2)C2=CC=CC=C2)F